(1S,5R)-3-(8-cyanoquinolin-5-yl)-N-(((R)-morpholin-2-yl)methyl)-5-(trifluoromethyl)-3-azabicyclo[3.1.0]hexane-1-carboxamide C(#N)C=1C=CC(=C2C=CC=NC12)N1C[C@@]2(C[C@@]2(C1)C(F)(F)F)C(=O)NC[C@H]1CNCCO1